ClC1=C(C=NC2=CC(=CC(=C12)F)C=1C(=NC(=NC1)OC)OC)S(=O)(=O)N 4-Chloro-7-(2,4-dimethoxypyrimidin-5-yl)-5-fluoroquinoline-3-sulfonamide